C(C)(C)(C)OC(=O)N1C(CN(CC1)C(=O)C=1C(OC2=C(C1)C=CC=C2)=O)C(C)(C)C tert-butyl-4-(2-oxo-2H-benzopyran-3-carbonyl)piperazine-1-carboxylic acid tert-butyl ester